ClC[C@H](CCO)OCOC (3S)-4-chloro-3-methoxymethyloxy-butan-1-ol